C(CCCCCCCCCCCCCCC)P(=O)(Cl)Cl cetylphosphonic acid chloride